Cl.C1(CCCCC1)N(C)CC1=C(C(=N)N)C=CC=C1 ((cyclohexyl-(methyl)amino)methyl)benzamidine hydrochloride